[4-[[5-fluoro-4-[3-(2-oxo-1-pyridyl)phenyl]pyrimidin-2-yl]amino]cyclohexyl] (4-nitrophenyl) carbonate C(OC1CCC(CC1)NC1=NC=C(C(=N1)C1=CC(=CC=C1)N1C(C=CC=C1)=O)F)(OC1=CC=C(C=C1)[N+](=O)[O-])=O